1-(2-(6-Chloro-1-methyl-1,3,4,9-tetrahydro-2H-pyrido[3,4-b]indol-2-yl)-1-(3,4-dichlorophenyl)-2-oxoethyl)guanidine formate C(=O)O.ClC=1C=C2C3=C(NC2=CC1)C(N(CC3)C(C(C3=CC(=C(C=C3)Cl)Cl)NC(=N)N)=O)C